O=C1NC(CCC1C1=C(C=C(C=C1F)N1CC(C1)NC(OC12CC(C1)(C2)C(N(C2=CC=CC=C2)C)=O)=O)F)=O 3-(methyl(phenyl)carbamoyl)bicyclo[1.1.1]pentan-1-yl (1-(4-(2,6-dioxopiperidin-3-yl)-3,5-difluorophenyl)azetidin-3-yl)carbamate